1-methoxy-4-(5-((6-methylheptan-2-yl)oxy)pent-1-en-1-yl)benzene COC1=CC=C(C=C1)C=CCCCOC(C)CCCC(C)C